N-(1-(5-(2-methoxyquinoline-6-yl)pyridin-3-yl)piperidin-4-yl)-1-methyl-N-(methyl-d3)-1H-pyrazole-4-carboxamide COC1=NC2=CC=C(C=C2C=C1)C=1C=C(C=NC1)N1CCC(CC1)N(C(=O)C=1C=NN(C1)C)C([2H])([2H])[2H]